6-bromo-N-(4-chloro-2,3-difluoro-phenyl)-7-fluoro-pyrido[3,2-d]pyrimidin-4-amine BrC=1C(=CC=2N=CN=C(C2N1)NC1=C(C(=C(C=C1)Cl)F)F)F